N-(3-chloro-4-(trifluoromethoxy)phenyl)-N-(2,2-dimethyl-1-(2-methyl-2H-tetrazol-5-yl)propyl)propiolamide ClC=1C=C(C=CC1OC(F)(F)F)N(C(C#C)=O)C(C(C)(C)C)C=1N=NN(N1)C